2,4,6-tris(4-fluorophenyl)cyclotriboroxane FC1=CC=C(C=C1)B1OB(OB(O1)C1=CC=C(C=C1)F)C1=CC=C(C=C1)F